The molecule is a 1-(alk-1-enyl)-2-acyl-sn-glycero-3-phosphoethanolamine in which the alk-1-enyl and acyl groups are specified as (1Z)-octadecenyl and arachidonoyl respectively. It has a role as a mouse metabolite. It derives from an arachidonic acid. It is a tautomer of a 1-(1Z-octadecenyl)-2-arachidonoyl-sn-glycero-3-phosphoethanolamine zwitterion. CCCCCCCCCCCCCCCC/C=C\\OC[C@H](COP(=O)(O)OCCN)OC(=O)CCC/C=C\\C/C=C\\C/C=C\\C/C=C\\CCCCC